1-(2,4-Dichlorobenzyl)-4-(5-morpholino-1H-pyrrolo[2,3-b]pyridinyl)pyridin-2(1H)-one ClC1=C(CN2C(C=C(C=C2)N2C=CC=3C2=NC=C(C3)N3CCOCC3)=O)C=CC(=C1)Cl